NC1=C2N=C(N(C2=NC(=N1)NCCCCC)CC1=CC=C(C=C1)CNCCCCN)O 6-amino-9-(4-(((4-aminobutyl)amino)methyl)benzyl)-2-(pentylamino)-9H-purin-8-ol